2-(3,5-dimethylphenyl)-5-methyl-4-oxo-4,5-dihydrofuran CC=1C=C(C=C(C1)C)C=1OC(C(C1)=O)C